S(=O)(=O)([O-])[O-].[NH4+].C(=CC1=CC=CC=C1)C=1C(=C(C=CC1)OC1=C(C(=CC=C1)C=CC1=CC=CC=C1)C=CC1=CC=CC=C1)C=CC1=CC=CC=C1.[NH4+] distyrylphenyl ether ammonium sulfate